7-methylbenzo[d]oxazole-2-thiol CC1=CC=CC=2N=C(OC21)S